3,6-diamino-acridinesulfonate NC=1C=C(C2=CC3=CC=C(C=C3N=C2C1)N)S(=O)(=O)[O-]